C12(CC3CC(CC(C1)C3)C2)CC(=O)NC=2C=CC3=CN(N=C3C2)CC2=CC=CC=C2 2-(1-Adamantyl)-N-(2-benzylindazol-6-yl)acetamide